5-octylsulfonyloxyimino-5H-thiophene C(CCCCCCC)S(=O)(=O)ON=C1C=CCS1